tert-butyl 3-(4-(4-((2-methoxy-4-(2-methoxyethoxy) phenyl)amino) quinolin-7-yl)piperazin-1-yl)azetidin-1-carboxylate COC1=C(C=CC(=C1)OCCOC)NC1=CC=NC2=CC(=CC=C12)N1CCN(CC1)C1CN(C1)C(=O)OC(C)(C)C